ClC=1C(=C2C(=NC1C)CN(C2)C(=O)[C@H]2CN(CC2)C2=NC=NC=C2)C (3-Chloro-2,4-dimethyl-5,7-dihydropyrrolo[3,4-b]pyridin-6-yl)-[(3R)-1-pyrimidin-4-ylpyrrolidin-3-yl]methanon